ClC1=C(C=CC=C1Cl)N1C[C@H](N(CC1)CC[C@@H]1CC[C@H](CC1)N)C Trans-4-(2-((R)-4-(2,3-dichlorophenyl)-2-methylpiperazin-1-yl)ethyl)cyclohexane-1-amine